C(C1=CC=CC=C1)OC(=O)NC(C(=O)OC)=C1COC1 methyl 2-{[(benzyloxy)carbonyl]amino}-2-(oxetan-3-ylidene)acetate